C1(CCCCC1)(O)O trans-cyclohexandiol